FC(C=1C=C2C(=NC1)N[C@@H](C2)C(=O)OC)(F)F methyl (S)-5-(trifluoromethyl)-2,3-dihydro-1H-pyrrolo[2,3-b]pyridine-2-carboxylate